ClC1=CC=C(C(=N1)CN(C)C)N1CCC(CC1)(O)COCC(OC)OC 1-{6-chloro-2-[(dimethylamino)methyl]pyridin-3-yl}-4-[(2,2-dimethoxyethoxy)methyl]piperidin-4-ol